Tetradecyl butyl ether C(CCC)OCCCCCCCCCCCCCC